BrC1=NC(=CN=C1)C=1C=NC=CC1 2-bromo-6-(pyridin-3-yl)pyrazine